CC1=CC=C(C=C([C@H]([C@H]([C@@H]([C@H](C(O)=CC2=CC=C(C=C2)C)O)O)O)O)O)C=C1 di(p-methyl-benzylidene)sorbitol